amino-β-methylpentanoic acid NC(C(=O)O)C(CC)C